4-chloro-2-(1-((2,3-dimethylphenyl)amino)ethyl)phenol ClC1=CC(=C(C=C1)O)C(C)NC1=C(C(=CC=C1)C)C